ClC=1C=CC(=C(C1)C1=C(C=NN1COCC[Si](C)(C)C)C1=NC=C(C2=C1SC(=N2)SC)C(=O)N)OC(F)F [5-[5-chloro-2-(difluoromethoxy)phenyl]-1-[[2-(trimethylsilyl)ethoxy]-methyl]-1H-pyrazol-4-yl]-2-(methylsulfanyl)-[1,3]thiazolo[5,4-c]pyridine-7-carboxamide